(E)-3-amino-6-(6-ethoxypyridin-3-yl)-N'-(2-fluoro-5-methoxybenzylidene)pyrazine-2-carbohydrazide NC=1C(=NC(=CN1)C=1C=NC(=CC1)OCC)C(=O)N/N=C/C1=C(C=CC(=C1)OC)F